(+)-(4aR,8aS)-6-[3-[2-Chloro-3-(3-fluoro-3-methyl-azetidin-1-yl)phenoxy]azetidine-1-carbonyl]-4,4a,5,7,8,8a-hexahydropyrido[4,3-b][1,4]oxazin-3-one ClC1=C(OC2CN(C2)C(=O)N2C[C@@H]3[C@@H](OCC(N3)=O)CC2)C=CC=C1N1CC(C1)(C)F